N-(4'-((3-(cyclopropylmethoxy)-5-(methylsulfonyl)phenyl)amino)-5-(trifluoromethyl)-[2,3'-bipyridin]-6'-yl)acetamide C1(CC1)COC=1C=C(C=C(C1)S(=O)(=O)C)NC1=C(C=NC(=C1)NC(C)=O)C1=NC=C(C=C1)C(F)(F)F